NC1=NC=2C=CC(=CC2C2=C1COC2)C(=O)N2[C@H](COC[C@H]2C2=NC=C(C=C2)OC(F)(F)F)C (4-amino-1,3-dihydrofuro[3,4-c]quinolin-8-yl)((3S,5R)-3-methyl-5-(5-(trifluoromethoxy)-2-pyridinyl)-4-morpholinyl)methanone